[Li+].C1(=C2N(C=N1)CCC2)C(C(NC=2SC=CN2)=O)N2CC1=C(C=C(C=C1C2=O)C2=CC=C(OC1CCN(CC1)C(C(=O)[O-])=O)C=C2)F 2-[4-[4-[2-[1-(6,7-dihydro-5H-pyrrolo[1,2-c]imidazol-1-yl)-2-oxo-2-(thiazol-2-ylamino)ethyl]-7-fluoro-3-oxo-isoindolin-5-yl]phenoxy]-1-piperidyl]-2-oxo-acetic acid lithium salt